(2R)-N-((R)-(3-fluoro-4-(trifluoromethoxy)phenyl)(5-fluoro-6-(trifluoro-methyl)pyridin-2-yl)methyl)-2-methyl-3-oxopiperazine-1-carboxamide FC=1C=C(C=CC1OC(F)(F)F)[C@@H](NC(=O)N1[C@@H](C(NCC1)=O)C)C1=NC(=C(C=C1)F)C(F)(F)F